COC(=O)C1=NC(=CC(=C1)Cl)OC 4-chloro-6-methoxypyridinecarboxylic acid methyl ester